N-decyl-N'-undecylurea C(CCCCCCCCC)NC(=O)NCCCCCCCCCCC